di(4-vinyl-benzyl)methylchlorosilane C(=C)C1=CC=C(C[Si](Cl)(C)CC2=CC=C(C=C2)C=C)C=C1